ClC1=C2CCN([C@@H](C2=C(C=C1)OCC=1C=NC=NC1)CN1C(CCC1)=O)C(=O)[C@H]1[C@H](CCCC1)C(=O)NC (1s,2r)-2-((S)-5-chloro-1-((2-oxopyrrolidin-1-yl)methyl)-8-(pyrimidin-5-ylmethoxy)-1,2,3,4-tetrahydroisoquinoline-2-carbonyl)-N-methylcyclohexane-1-carboxamide